ClC=1C=C(C=2N(N1)C(=CN2)C(=O)N[C@H]2C(N(CC2)C)=C=O)N(C)CC2=CC=C(C=C2)OC (R)-6-chloro-8-((4-methoxybenzyl)(methyl)amino)-N-(1-methyl-2-carbonylpyrrolidin-3-yl)imidazo[1,2-b]pyridazine-3-carboxamide